1-(chroman-4-yl)-3-(4-cyclobutylthiazol-2-yl)urea O1CCC(C2=CC=CC=C12)NC(=O)NC=1SC=C(N1)C1CCC1